1,4,7-trithiocyclononane C1CC(CCC(CCC1S)S)S